tert-butyl (2R,3S,4S)-3-(acetyloxy)-4-[(tert-butoxycarbonyl)oxy]-2-({4-[6-(trifluoromethyl)imidazo[2,1-b][1,3]thiazol-2-yl]phenyl}methyl)pyrrolidine-1-carboxylate C(C)(=O)O[C@H]1[C@H](N(C[C@@H]1OC(=O)OC(C)(C)C)C(=O)OC(C)(C)C)CC1=CC=C(C=C1)C1=CN2C(S1)=NC(=C2)C(F)(F)F